((5,8-difluoro-3-(methyl-d3)-1,4-dioxo-1,4-dihydronaphthalen-2-yl)methyl)-3-(trifluoromethyl)picolinic acid FC1=C2C(C(=C(C(C2=C(C=C1)F)=O)CC1=C(C(=NC=C1)C(=O)O)C(F)(F)F)C([2H])([2H])[2H])=O